COC(=O)[C@@H]1CNCC[C@H]1NC(=O)OC(C)(C)C |r| rac-(3R,4R)-4-tert-butoxycarbonylamino-piperidine-3-carboxylic acid methyl ester